(R)-7-((3S,4S)-3-amino-4-fluoropyrrolidin-1-yl)-chroman N[C@H]1CN(C[C@@H]1F)C1=CC=C2CCCOC2=C1